OC1=C2C(OC=C(C2=O)OC)=C(C=2OC(C=CC21)(C)CO)CC=C(C)C 5-Hydroxy-7-methoxy-2-hydroxymethyl-2-methyl-10-(3-methyl-2-butenyl)-2H,6H-benzo[1,2-b:5,4-b']Dipyran-6-one